FC1=C(C(=CC=C1)F)CC(=O)N1[C@H](C2=CC=CC(=C2C[C@@H]1CO)C=1C=NNC1)C 2-(2,6-difluorophenyl)-1-((1S,3R)-3-(hydroxymethyl)-1-methyl-5-(1H-pyrazol-4-yl)-3,4-dihydroisoquinolin-2(1H)-yl)ethan-1-one